1,4-bis(N,N'-dibenzylthiocarbamoyldithio)butane C(C1=CC=CC=C1)N(C(=S)SSCCCCSSC(N(CC1=CC=CC=C1)CC1=CC=CC=C1)=S)CC1=CC=CC=C1